C(#N)C1=CC=C(C(=O)NC2=C(C=C(C=C2)C(=O)N[C@H](C(=O)NC2=CC=C(C(=O)NC3=C(C(=C(C(=O)NC4=CC=C(C(=O)O)C=C4)C=C3)O)OC(C)C)C=C2)CC#C)F)C=C1 4-(4-{4-[(2s)-2-{[4-(4-Cyanobenzamido)-3-fluorophenyl]formamido}pent-4-ynamido]benzamido}-2-hydroxy-3-(propan-2-yloxy)benzamido)benzoic acid